Methyl 4-(2-chloro-3,4-difluorophenyl)-6-((2r,3R,4r,5S)-4-(methoxycarbonyl)cuban-1-yl)-2-(thiazol-2-yl)-1,4-dihydropyrimidine-5-carboxylate ClC1=C(C=CC(=C1F)F)C1N=C(NC(=C1C(=O)OC)C12C3C4C5(C3C1C5C24)C(=O)OC)C=2SC=CN2